C(C)(C)(C)OC(N(CC1=CC=C(C=C1)OC)C(CC1=C(C(=CC=C1)Cl)F)CO)=O N-[1-(3-chloro-2-fluorophenyl)-3-hydroxyprop-2-yl]-N-[(4-methoxyphenyl)methyl]carbamic acid tert-butyl ester